CN(C(=O)C=1C=NN(C1)CC1=CC=C(C=C1)C1=NOC(=N1)C(F)(F)F)C N,N-dimethyl-1-[[4-[5-(trifluoromethyl)-1,2,4-oxadiazol-3-yl]phenyl]methyl]pyrazole-4-carboxamide